2-Ethoxypyrazine C(C)OC1=NC=CN=C1